5-methyl-2-[4-(trifluoromethyl)phenyl]hexahydropyridine methyl-N-[5-[5-[(4-fluoro-3-methoxy-phenyl)-(methoxymethyl)carbamoyl]pyrazolo[1,5-a]pyridin-3-yl]-2-pyridyl]carbamate COC(NC1=NC=C(C=C1)C=1C=NN2C1C=C(C=C2)C(N(COC)C2=CC(=C(C=C2)F)OC)=O)=O.CC2CCC(NC2)C2=CC=C(C=C2)C(F)(F)F